(4-amino-2(R)-hydroxybutyl)lysine NCC[C@H](CN[C@@H](CCCCN)C(=O)O)O